1,1-difluoropropylene FC(=CC)F